tert-butyl 8-iodo-2-azaspiro[4.5]decane-2-carboxylate IC1CCC2(CCN(C2)C(=O)OC(C)(C)C)CC1